ClC=1C=C2C(=CN1)N(C(=C2)C2=CC1=C(N(C=N1)COCC[Si](C)(C)C)C=C2OC)C 5-(5-chloro-1-methyl-1H-pyrrolo[2,3-c]pyridin-2-yl)-6-methoxy-1-((2-(trimethylsilyl)ethoxy)methyl)-1H-benzo[d]imidazole